CC1=CC=CC(=N1)C1=NC=CC(=N1)NC1=NC(=NC=C1)NC1=CC=C(CN2CCC(CC2)C(=O)OC(C)(C)C)C=C1 tert-butyl 1-(4-((4-((2-(6-methylpyridin-2-yl)pyrimidin-4-yl)amino)pyrimidin-2-yl)amino)benzyl)piperidine-4-carboxylate